C(C)(C)(C)SSC(COC=1C=C(C(=O)OCC)C=CC1)OCCO ethyl 3-(2-(tert-butyldisulfaneyl)-2-(2-hydroxyethoxy)ethoxy)benzoate